CS(=O)(=O)C Methyl-SulfonylMethane